1-(2-chlorophenyl)-1-methylhydrazine ClC1=C(C=CC=C1)N(N)C